[Cl-].C(CC)N1CN(C=C1)C 1-propyl-3-methyl-imidazole chloride salt